ClC1=NC=C(C(=C1)NC[C@H](COC1=C(C=NN1C)C1=NC=CC(=N1)N)F)C1=NN(C(=C1)C(F)(F)F)C (R)-2-(5-(3-((2-chloro-5-(1-methyl-5-(trifluoromethyl)-1H-pyrazol-3-yl)pyridin-4-yl)amino)-2-fluoropropoxy)-1-methyl-1H-pyrazol-4-yl)pyrimidin-4-amine